FC1=CC=C(CC2=CC3=C(OCCN3C(=O)OC(C)(C)C)N=C2C)C=C1 tert-butyl 7-(4-fluorobenzyl)-6-methyl-2,3-dihydro-1H-pyrido[2,3-b][1,4]oxazine-1-carboxylate